ethyl 1-(3-(4-chloro-3,5-dimethylphenoxy) propyl)-4-nitro-1H-pyrrole-2-carboxylate ClC1=C(C=C(OCCCN2C(=CC(=C2)[N+](=O)[O-])C(=O)OCC)C=C1C)C